butyric acid (Z)-3-hexenyl ester C(C\C=C/CC)OC(CCC)=O